N-(3-chloro-5-(methylsulfonamido)phenyl)-1-(3-(phenoxymethyl)pyridin-2-yl)-1H-pyrazole-4-carboxamide ClC=1C=C(C=C(C1)NS(=O)(=O)C)NC(=O)C=1C=NN(C1)C1=NC=CC=C1COC1=CC=CC=C1